N=1C=CN2N=C(C=CC21)C2=CC(=C(C=C2)C2=CC=C(N=N2)C2CN(C2)C(=O)OC(C)(C)C)OCOC tert-butyl 3-(6-(4-(imidazo[1,2-b]pyridazin-6-yl)-2-(methoxymethoxy)phenyl)pyridazin-3-yl)azetidine-1-carboxylate